N=1N=CN(C1)C1CN(CC1)C=1C2=C(N=C(N1)OC[C@]13CCCN3C[C@@H](C1)F)C(=C(N=C2)C2=CC(=CC1=CC=C(C(=C21)CC)F)O)F 4-(4-(3-(4H-1,2,4-triazol-4-yl)pyrrolidin-1-yl)-8-fluoro-2-(((2R,7aS)-2-fluorotetrahydro-1H-pyrrolizin-7a(5H)-yl)methoxy)pyrido[4,3-d]pyrimidin-7-yl)-5-ethyl-6-fluoronaphthalen-2-ol